4-(4-pyridyl)phenyl-methane N1=CC=C(C=C1)C1=CC=C(C=C1)C